FC1=C(C(=CC(=C1)C1=C2C(=NC=C1)NC=C2F)F)C2([C@@H](CN(C[C@@H]2C)CC(=O)N)C)O 2-((3R,4s,5S)-4-(2,6-difluoro-4-(3-fluoro-1H-pyrrolo[2,3-b]pyridin-4-yl)phenyl)-4-hydroxy-3,5-dimethylpiperidin-1-yl)acetamide